ClC=1C=C(OC=2C=C(\C=C/3\C(=C(C4=CC(=CC=C34)F)CC(=O)O)C)C=CC2)C=CC1OC (Z)-2-(1-(3-(3-Chloro-4-methoxyphenoxy)benzylidene)-5-fluoro-2-methyl-1H-inden-3-yl)acetic acid